COC1=C(C(=CC(=C1)CCCCC)OC)[C@H]1[C@@H](CCC(=C1)C)C(=O)OC (1R,2R)-methyl 2-(2,6-dimethoxy-4-pentylphenyl)-4-methylcyclohex-3-enecarboxylate